4-(6-chloro-3-quinolylamino)-2-{3-methoxy-4-[(1s,4s)-4-(dimethylamino)cyclohexyloxy]phenylamino}pyrimidine ClC=1C=C2C=C(C=NC2=CC1)NC1=NC(=NC=C1)NC1=CC(=C(C=C1)OC1CCC(CC1)N(C)C)OC